tert-butyl (R)-4-(5-amino-3-bromo-4-cyanopyridin-2-yl)-3-(hydroxymethyl)piperazine-1-carboxylate NC=1C(=C(C(=NC1)N1[C@H](CN(CC1)C(=O)OC(C)(C)C)CO)Br)C#N